1-((3R,4R)-4-((7-cyclopentyl-5-fluoropyrrolo[2,1-f][1,2,4]triazin-2-yl)amino)-3-hydroxypiperidin-1-yl)-2,2,2-trifluoroethan-1-one C1(CCCC1)C1=CC(=C2C=NC(=NN21)N[C@H]2[C@@H](CN(CC2)C(C(F)(F)F)=O)O)F